tert-Butyl N-[(3-fluoropyrrolidin-3-yl) methyl]carbamate FC1(CNCC1)CNC(OC(C)(C)C)=O